tert-butyl 3-[4-[3-(trifluoromethyl)-5-methyl-pyrazol-1-yl]phenyl]azetidine-1-carboxylate FC(C1=NN(C(=C1)C)C1=CC=C(C=C1)C1CN(C1)C(=O)OC(C)(C)C)(F)F